tert-butyl (R)-4-((6-(3-methylisothiazol-5-yl)pyrazolo[1,5-a]pyrazin-4-yl)oxy)azepane-1-carboxylate CC1=NSC(=C1)C=1N=C(C=2N(C1)N=CC2)O[C@H]2CCN(CCC2)C(=O)OC(C)(C)C